ClC=1C=C(C=CC1)S(=O)(=O)N1C2CN(CC1CC2)C2(C=NNN2)C=O 5-{8-[(3-chlorophenyl)sulfonyl]-3,8-diazabicyclo[3.2.1]oct-3-yl}(1H-1,2,3-triazol-5-yl)methanone